C(C)(C)(C)OC(N(C)CCOCCCC1=CC2=C(N(C(N2C)=O)C2C(NC(CC2)=O)=O)C=C1)=O.C(CCCCCCCCCCC)N1CN(C(=C1)CCCC)CCCC 1-dodecyl-3,4-dibutyl-imidazole Tert-butyl-N-[2-[3-[1-(2,6-dioxo-3-piperidyl)-3-methyl-2-oxo-benzimidazol-5-yl]propoxy]ethyl]-N-methyl-carbamate